4-((5-carbamoyl-6-methoxy-1,3-benzodiazol-1-yl)methyl)phenylphosphonic acid C(N)(=O)C1=CC2=C(N(C=N2)CC2=CC=C(C=C2)P(O)(O)=O)C=C1OC